C1(=CC=CC=C1)C1(C=CC2=C(O1)C=1C=C(C(=CC1C1=C2C(C2=CC=CC=C21)(C)C)N2CCC(CC2)O)OC)C2=CC=C(C=C2)OC 3-phenyl-3-(4-methoxyphenyl)-6-methoxy-7-(4-hydroxypiperidin-1-yl)-13,13-dimethyl-3H,13H-indeno[2',3':3,4]naphtho[1,2-b]pyran